BrC1=C(C(=CC=2SC(=CC21)C(=O)OC)C)F methyl 4-bromo-5-fluoro-6-methylbenzo[b]thiophene-2-carboxylate